3-(5-((6-(trifluoromethyl)pyridin-3-yl)amino)-1,2,3,4-tetrahydroisoquinoline-2-carbonyl)azetidine FC(C1=CC=C(C=N1)NC1=C2CCN(CC2=CC=C1)C(=O)C1CNC1)(F)F